(R)-3-hydroxy-pyrrolidine O[C@H]1CNCC1